1-[2-(difluoromethyl)-4-(trifluoromethyl)phenyl]-N-[(3R)-1-methylpiperidin-3-yl]pyrrolo[1,2-d][1,2,4]triazin-4-amine FC(C1=C(C=CC(=C1)C(F)(F)F)C=1C=2N(C(=NN1)N[C@H]1CN(CCC1)C)C=CC2)F